O[C@@H]1C[C@H](CC1)NC(OC(C)(C)C)=O |r| (+/-)-tert-butyl ((trans)-3-hydroxycyclopentyl)carbamate